Cl.N1(CCOCC1)CC1=C(C=CC=C1)B(O)O [2-(MORPHOLIN-4-YLMETHYL)PHENYL]BORONIC ACID HYDROCHLORIDE